(5-chloro-6-(2H-1,2,3-triazol-2-yl)pyridin-3-yl)-2-(difluoromethyl)-8-methyl-8-(trifluoromethyl)-7,8-dihydro-6H-pyrazolo[1,5-a]pyrrolo[2,3-e]pyrimidine-6-carboxamide ClC=1C=C(C=NC1N1N=CC=N1)C=1C(=NN2C1N=CC1=C2C(CN1C(=O)N)(C(F)(F)F)C)C(F)F